FC1=C(C=CC(=C1)F)N1N=CC=2C1=NC=NC2N2[C@@H]1C(N(CCCNC(C=3SC=NC3C=3C=CC=C(N[C@H](C2)C1)N3)=O)C)=O (14S,17S)-15-[1-(2,4-difluorophenyl)pyrazolo[3,4-d]pyrimidin-4-yl]-12-methyl-5-thia-3,8,12,15,18,23-hexazatetracyclo[17.3.1.114,17.02,6]tetracosa-1(23),2(6),3,19,21-pentaene-7,13-dione